COCC=1C=CC2=C(N(C=N2)C)C1CNC(=O)C1=CSC(=C1)C(F)(F)F N-{[6-(methoxymethyl)-1-methyl-1H-benzimidazol-7-yl]methyl}-5-(trifluoromethyl)-thiophene-3-carboxamide